ClC=1C=C(C=C(C1)Cl)N1N=C(C2=C1C=1C=C(C(=CC1OC2)OC)C=2C=C(C=CC2)NC(=O)NCCNC2=C(C(C2=O)=O)OCC)C(=O)N2C(COCC2)(C)C 1-(3-(1-(3,5-dichlorophenyl)-3-(3,3-dimethylmorpholine-4-carbonyl)-7-methoxy-1,4-dihydrochromeno[4,3-c]pyrazol-8-yl)phenyl)-3-(2-((2-ethoxy-3,4-dioxocyclobut-1-en-1-yl)amino)ethyl)urea